Cl.COC(C(C)(C)N)=O methyl-α-aminoisobutyrate hydrochloride